The molecule is an ammonium ion derivative resulting from the protonation of one of the amino groups of (S,S)-2,5-di-(p-hydroxybenzyl)piperazine. The major species at pH 7.3. It is a conjugate acid of a (S,S)-2,5-di-(p-hydroxybenzyl)piperazine. C1[C@@H](NC[C@@H]([NH2+]1)CC2=CC=C(C=C2)O)CC3=CC=C(C=C3)O